FC(F)(F)OC(=O)N1CCNCC1 (trifluoromethyl)piperazine-1-carboxylate